5-fluoro-7-methoxy-2,3-dihydro-benzo[1,4]dioxin FC1=CC(=CC=2OCCOC21)OC